(3-(5-aminoisoxazol-3-yl)pyrrolidin-1-yl)(5,6-dichloro-1H-indol-2-yl)methanone NC1=CC(=NO1)C1CN(CC1)C(=O)C=1NC2=CC(=C(C=C2C1)Cl)Cl